(S)-di-tert-butyl (5-(6-(4-fluorophenoxy)-1H-indole-2-carboxamido)pentane-1,4-diyl)dicarbamate FC1=CC=C(OC2=CC=C3C=C(NC3=C2)C(=O)NC[C@H](CCCNC(OC(C)(C)C)=O)NC(OC(C)(C)C)=O)C=C1